FC=1C=C(OC2CC(C2)NC(OC(C)(C)C)=O)C=CC1OC(F)(F)F tert-butyl ((1r,3r)-3-(3-fluoro-4-(trifluoromethoxy)phenoxy)cyclobutyl)carbamate